(1-(((tert-butyldimethylsilyl)oxy)methyl)cyclopropyl)methanol [Si](C)(C)(C(C)(C)C)OCC1(CC1)CO